C(C)OC(C(=O)N(CC1=NC=C(C=C1)F)CC1=CC=CC=C1)=O.ClC1=CC=C(C(=O)NNC(CCl)=O)C=C1 4-chloro-N'-(2-chloroacetyl)benzoyl-hydrazine Ethyl-2-[benzyl-[(5-fluoro-2-pyridyl)methyl]amino]-2-oxo-acetate